Cl.CC1(C2C(N(C(C12)=O)CC1=CC2=NC=CC(=C2S1)C1=NC(=CC(=C1CC1NCCNC1=O)C)C(F)(F)F)=O)C 6,6-dimethyl-3-((7-(4-methyl-3-((3-oxopiperazin-2-yl)methyl)-6-(trifluoromethyl)pyridin-2-yl)thieno[3,2-b]pyridin-2-yl)methyl)-3-azabicyclo[3.1.0]hexane-2,4-dione hydrochloride